BrC1=CC=CC(=N1)NC(=O)[C@H]1N(C[C@@H](C1)F)C(CN1N=C(C2=CC(=CC=C12)C=1C=NC(=NC1)C)C(C)O)=O (2S,4R)-N-(6-bromopyridin-2-yl)-4-fluoro-1-(2-(3-(1-hydroxyethyl)-5-(2-methylpyrimidin-5-yl)-1H-indazol-1-yl)acetyl)pyrrolidine-2-carboxamide